CN(CCNC=1C=CC2=C(N=C(S2)CNC(=O)C2(CC3=CC=CC=C3C2)CC(=O)O)C1)C 2-[2-[[5-[2-(dimethylamino)ethylamino]-1,3-benzothiazol-2-yl]methylcarbamoyl]indan-2-yl]acetic acid